ClC=1C(=C(C=CC1C1C(NC(CC1)=O)=O)N1CC(C1)NC(OCC1CC2(C1)CCC2)=O)OC spiro[3.3]heptan-2-ylmethyl (1-(3-chloro-4-(2,6-dioxopiperidin-3-yl)-2-methoxyphenyl)azetidin-3-yl)carbamate